3-[2-amino-4-(3-cyanophenyl)thiazol-5-yl]pyrrolo[2,3-b]pyridine-1-carboxylic acid tert-butyl ester C(C)(C)(C)OC(=O)N1C=C(C=2C1=NC=CC2)C2=C(N=C(S2)N)C2=CC(=CC=C2)C#N